N-((1R,4r)-4-((benzyl((R)-2-(3-fluorophenyl)-2-hydroxyethyl)amino)-methyl)cyclohexyl)benzamide C(C1=CC=CC=C1)N(C[C@H](O)C1=CC(=CC=C1)F)CC1CCC(CC1)NC(C1=CC=CC=C1)=O